C(C)(=O)O[C@@H]1C[C@]2(CCCC([C@@H]2CC1)(C)C)C |r| rac.-(2S,4aS,8aR)-5,5,8a-trimethyldecahydronaphthalen-2-yl acetate